FC(C(C)(C)O)(F)C=1C(=C(C=CC1)[C@@H](C)NC=1C2=C(N=C(N1)C)N=CC(=C2)P2(CCCC2)=O)F 1-[4-({(1R)-1-[3-(1,1-difluoro-2-hydroxy-2-methylpropyl)-2-fluorophenyl]ethyl}amino)-2-methylpyrido[2,3-d]pyrimidin-6-yl]-1lambda5-phospholan-1-one